(4-(difluoromethoxy)phenyl)hydrazine FC(OC1=CC=C(C=C1)NN)F